C1(=CC=CC=C1)N1C2=CC=CC=C2C2=CC=3N(C4=CC=CC=C4C3C=C21)C2=NC(=NC(=N2)C2=CC=1C(C3=CC=CC=C3C1C=C2)(C)C)C2=CC=CC=C2 5-phenyl-11-(4-(9,9-dimethylfluoren-2-yl)-6-phenyl-1,3,5-triazin-2-yl)-5H,11H-indolo[3,2-b]carbazole